ClCC1=NN=C(O1)C1=CC(=C(C=C1)NC=1N=CC2=C(N(CC(C(N2C)=O)(F)F)C2CCCC2)N1)OC 2-((4-(5-(chloromethyl)-1,3,4-oxadiazol-2-yl)-2-methoxyphenyl)amino)-9-cyclopentyl-7,7-difluoro-5-methyl-5,7,8,9-tetrahydro-6H-pyrimido[4,5-b][1,4]diazepin-6-one